N-(1-(6,7-dimethoxyquinazolin-4-yl)piperidin-4-yl)thiodiamide formate salt C(=O)[O-].COC=1C=C2C(=NC=NC2=CC1OC)N1CCC(CC1)[N-]S[NH-]